tert-butyl 3-methyl-4-(pyrrolidin-1-yl)-3-(trifluoromethyl)-2,3-dihydro-1H-pyrrole-1-carboxylate CC1(CN(C=C1N1CCCC1)C(=O)OC(C)(C)C)C(F)(F)F